CN(C(C(=O)N[C@@H]1[C@@H](C=2N(CC1)C=C(N2)C)CC=2C=C(C=CC2)C2=CC(=CC=C2)C)=O)C |o1:6,7| rel-N~1~,N~1~-dimethyl-N~2~-{(7S,8S)-2-methyl-8-[(3'-methyl[1,1'-biphenyl]-3-yl)methyl]-5,6,7,8-tetrahydroimidazo[1,2-a]pyridin-7-yl}ethanediamide